NC1=NC=2C(=CC=CC2C=2N1N=C(N2)CNC(C2=NC=C(C=C2)C(C)(C)O)=O)OC N-((5-amino-7-methoxy-[1,2,4]triazolo[1,5-c]quinazolin-2-yl)methyl)-5-(2-hydroxypropan-2-yl)picolinamide